C(C)(C)(C)OC(=O)N[C@H](C(=O)OCC)CC1=CC=C(C=C1)OCCOCC#C Ethyl (2S)-2-(tert-butoxycarbonylamino)-3-[4-(2-prop-2-ynoxyethoxy)phenyl]propanoate